3-(2-(isoquinolin-1-yl)pyridin-4-yl)-5-(trifluoromethyl)-1,2,4-oxadiazole C1(=NC=CC2=CC=CC=C12)C1=NC=CC(=C1)C1=NOC(=N1)C(F)(F)F